2-chloro-4-(8-(4-(5-(1-(2-(2,6-dioxopiperidin-3-yl)-1,3-dioxoisoindolin-5-yl)piperidin-4-yl)-1,5-diazocane-1-carbonyl)phenyl)-2,8-diazaspiro[4.5]decan-2-yl)benzonitrile ClC1=C(C#N)C=CC(=C1)N1CC2(CC1)CCN(CC2)C2=CC=C(C=C2)C(=O)N2CCCN(CCC2)C2CCN(CC2)C=2C=C1C(N(C(C1=CC2)=O)C2C(NC(CC2)=O)=O)=O